C1=CC=C(C=C1)CN2C3=CC=CC=C3C(=N2)OCC(=O)O The molecule is a monocarboxylic acid that is glycolic acid in which the hydrogen attached to the 2-hydroxy group is replaced by a 1-benzyl-1H-indazol-3-yl group. Although it has anti-inflammatory, antinecrotic, choleretic and antilipidaemic properties and has been used for the treatment of various inflammatory skin disorders, its principal effect is to inhibit the denaturation of proteins. Its lysine salt is used in the management of cataracts. It has a role as a radical scavenger and a non-steroidal anti-inflammatory drug. It is a member of indazoles and a monocarboxylic acid.